FC1=CC=C(\C=C/2\C(C3=CC(=CC=C3C2)OC)=O)C=C1 (E)-2-(4-fluorobenzylidene)-6-methoxy-2,3-dihydro-1H-inden-1-one